5-methyl-6-(pyridin-4-yl)-N-(4-(pyrrolidin-1-ylmethyl)pyridin-2-yl)benzo[d]thiazol-2-amine CC=1C(=CC2=C(N=C(S2)NC2=NC=CC(=C2)CN2CCCC2)C1)C1=CC=NC=C1